amino-α-propanol NC(CC)O